COC(=O)C1=CC2=C(C=N1)C=NN2C2CC2 1-cyclopropyl-1H-pyrazolo[4,3-c]pyridine-6-carboxylic acid methyl ester